N-(2-chloro-4-fluorophenyl)-N-(5-((2-chloro-5-(trifluoromethyl)phenyl)carbamoyl)-4-methylthiazol-2-yl)cyclopropane-1,1-dicarboxamide ClC1=C(C=CC(=C1)F)N(C(=O)C1(CC1)C(=O)N)C=1SC(=C(N1)C)C(NC1=C(C=CC(=C1)C(F)(F)F)Cl)=O